NC1=CC=C(C=N1)C1=CC=C2C(=CC=NC2=C1)OC1=CC=C(C=C1)NC(=O)C1(CC1)C(=O)NC1=CC=C(C=C1)F 1-N-[4-[7-(6-aminopyridin-3-yl)quinolin-4-yl]oxyphenyl]-1-N'-(4-fluorophenyl)cyclopropane-1,1-dicarboxamide